(5-((tert-butoxycarbonyl)amino)-3-methyl-2-(trifluoromethyl)phenyl)boronic acid C(C)(C)(C)OC(=O)NC=1C=C(C(=C(C1)B(O)O)C(F)(F)F)C